FC1=CC=C(C=C1)C1=CC(=C(C=N1)CNC(OC(C)(C)C)=O)C1=NNC=N1 tert-butyl (6-(4-fluorophenyl)-4-(1H-1,2,4-triazol-3-yl)pyridin-3-yl)methylcarbamate